N-benzoyloxy-1-(4-phenylmercaptophenyl)butan-1-one-2-imine C(C1=CC=CC=C1)(=O)ON=C(C(=O)C1=CC=C(C=C1)SC1=CC=CC=C1)CC